4-(((1S,2S,4S)-2-(dimethylamino)-4-(3-(trifluoromethyl)phenyl)cyclohexyl)oxy)-2-fluorobenzenesulfonamide CN([C@@H]1[C@H](CC[C@@H](C1)C1=CC(=CC=C1)C(F)(F)F)OC1=CC(=C(C=C1)S(=O)(=O)N)F)C